(R)-ethyl 2-(2-((5-(1-aminoisoquinolin-7-yl)-1'-ethyl-2,3-dihydrospiro[indene-1,4'-piperidin]-3-yl)oxy)phenyl)acetate NC1=NC=CC2=CC=C(C=C12)C=1C=C2[C@@H](CC3(CCN(CC3)CC)C2=CC1)OC1=C(C=CC=C1)CC(=O)OCC